NC=1C(=NC(=CC1)C=1CCOCC1)C(=O)N 3-amino-6-(3,6-dihydro-2H-pyran-4-yl)pyridine-2-carboxamide